1,3,5-Tris(bromomethyl)-2,4,6-tris(α-chloroethyl)benzene BrCC1=C(C(=C(C(=C1C(C)Cl)CBr)C(C)Cl)CBr)C(C)Cl